ClC1=NC(=NC=C1)C1=CC=CC=C1 4-chloro-2-phenylpyrimidine